(3-chloro-6-(difluoromethyl)-2-fluorophenyl)pyrazine-2-carboxylic acid methyl ester COC(=O)C1=NC=CN=C1C1=C(C(=CC=C1C(F)F)Cl)F